2-(dicyclohexylphosphino)-3,6-dimethoxy-2',4',6'-tri-1-propyl-1,1'-biphenyl C1(CCCCC1)P(C1=C(C(=CC=C1OC)OC)C1=C(C=C(C=C1CCC)CCC)CCC)C1CCCCC1